(6R)-Amino-12-[(2,2-difluoro-1,3-benzodioxol-5-yl)methyl]-6-hydroxy-6,15-bis(trifluoromethyl)-19-oxa-3,4,12,18-tetrazatricyclo[12.3.1.12,5]nonadeca-1(18),2,4,14,16-pentaen-13-one NC1[C@@](C2=NN=C(C=3C=CC(=C(C(N(CCCC1)CC1=CC4=C(OC(O4)(F)F)C=C1)=O)N3)C(F)(F)F)O2)(C(F)(F)F)O